2-[(3R,5S)-3,5-dimethylpiperazin-1-yl]-1,6-naphthyridine C[C@@H]1CN(C[C@@H](N1)C)C1=NC2=CC=NC=C2C=C1